butylpiperidine bis(trifluoromethanesulfonyl)imide salt [N-](S(=O)(=O)C(F)(F)F)S(=O)(=O)C(F)(F)F.C(CCC)N1CCCCC1